1-((2-acrylamidothiazol-5-yl)methyl)-N-benzylpiperidine-4-carboxamide C(C=C)(=O)NC=1SC(=CN1)CN1CCC(CC1)C(=O)NCC1=CC=CC=C1